COC(CC1=NC=CC(=C1)C=1C(=NN2C1CN(CC2)C(C)=O)C2=CC=C(C=C2)F)=O (4-(5-acetyl-2-(4-fluorophenyl)-4,5,6,7-tetrahydropyrazolo[1,5-a]pyrazin-3-yl)pyridin-2-yl)acetic acid methyl ester